4-fluoro-1-(oxan-2-yl)-5-(4,4,5,5-tetramethyl-1,3,2-dioxaborolan-2-yl)-1H-indazole FC1=C2C=NN(C2=CC=C1B1OC(C(O1)(C)C)(C)C)C1OCCCC1